BrC1=CC(=C(C=C1)Cl)CCl 4-bromo-1-chloro-2-(chloromethyl)benzene